NC=1C=2N(C3=CC(=CC=C3N1)C(=O)N1C(CCC(C1)C)C=1C=CC3=C(N=C(S3)C3CCN(CC3)C)C1)C=CC2 (4-aminopyrrolo[1,2-a]quinoxalin-8-yl)(5-methyl-2-(2-(1-methylpiperidin-4-yl)benzo[d]thiazol-5-yl)piperidin-1-yl)methanone